Allyl (6S,11S,14S)-11,14-bis(4-diazo-3-oxobutyl)-6-(ethoxycarbonyl)-2-methyl-4,9,12-trioxo-2,5,10,13-tetraazapentadecan-15-oate [N+](=[N-])=CC(CC[C@H](NC(CC[C@H](NC(CN(C)C)=O)C(=O)OCC)=O)C(N[C@H](C(=O)OCC=C)CCC(C=[N+]=[N-])=O)=O)=O